[N+](=O)([O-])C1=C(CC2C[C@H](NC2)C(=O)O)C=CC=C1 γ-(2-nitro-benzyl)-proline